5-(p-tolyl)thiazol C1(=CC=C(C=C1)C1=CN=CS1)C